OC1CCN(CC1)C=1C=CC(=NC1)NC=1C2=C(C(=NC1)C=1C=NN3C1CCCC3)CNC2=O 7-((5-(4-hydroxypiperidin-1-yl)pyridin-2-yl)amino)-4-(4,5,6,7-tetrahydropyrazolo[1,5-a]pyridin-3-yl)-2,3-dihydro-1H-pyrrolo[3,4-c]pyridin-1-one